OC[C@H](C1=CC=CC=C1)NC1=NC(=NC=C1C=1OC=CN1)NC=1C=C2C(CCS(C2=CC1)(=O)=O)O 6-[[4-[[(1S)-2-hydroxy-1-phenyl-ethyl]amino]-5-oxazol-2-yl-pyrimidin-2-yl]amino]-1,1-dioxo-3,4-dihydro-2H-thiochromen-4-ol